OCC1=CC2=C(NC(=N2)C=2C=C(C=CC2)C2=C(C=C(C=C2)C#N)C2=NN=CN2C)C(=C1)C(F)(F)F 3'-(5-(hydroxymethyl)-7-(trifluoromethyl)-1H-benzo[d]imidazol-2-yl)-2-(4-methyl-4H-1,2,4-triazol-3-yl)-[1,1'-biphenyl]-4-carbonitrile